(2R,5S)-4-[7-bromo-2-chloro-6-(difluoromethoxy)-8-fluoro-quinazolin-4-yl]-2,5-dimethyl-piperazine-1-carboxylate BrC1=C(C=C2C(=NC(=NC2=C1F)Cl)N1C[C@H](N(C[C@@H]1C)C(=O)[O-])C)OC(F)F